N1(N=CC=C1)CC1=C2CCCOC2=C2C(=NOC2=C1)NS(=O)(=O)C1=C(C=C(C=C1)C(C)C)OC N-(5-((1H-pyrazol-1-yl)methyl)-3,4-dihydro-2H-chromeno[8,7-d]isoxazol-9-yl)-4-isopropyl-2-methoxybenzenesulfonamide